Cl.FC=1C=C2C(=NN(C2=CC1C1(C[C@H](NCC1)C)O)C)N1C(NC(CC1)=O)=O 1-(5-fluoro-6-((2R)-4-hydroxy-2-methylpiperidin-4-yl)-1-methyl-1H-indazol-3-yl)dihydropyrimidine-2,4(1H,3H)-dione hydrochloride